CC(C)(C)C=1C=C(C=C(C1O)C(C)(C)C)CCC(=O)O 3,5-bis(1,1-dimethylethyl)-4-hydroxy-benzenepropanoic acid